cumyl butyl peroxide C(CCC)OOC(C)(C)C1=CC=CC=C1